C(C)(C)(C)OC(=O)N1CCN(CC1)C1=C(C(=CC=C1)NCC1=CC(=C(C=C1)Cl)Cl)N 4-(2-amino-3-((3,4-dichlorobenzyl)amino)phenyl)piperazine-1-carboxylic acid tert-butyl ester